6-(4-Hydroxybenzylamino)-9-β-D-arabinofuranosylpurin OC1=CC=C(CNC2=C3N=CN(C3=NC=N2)[C@H]2[C@@H](O)[C@H](O)[C@H](O2)CO)C=C1